(cyclopentyl)-3-phenyl-1,2,4-triazin-6(1H)-one C1(CCCC1)N1N=C(N=CC1=O)C1=CC=CC=C1